2-[3-(4-methanesulfonylpiperidin-1-yl)phenyl]-N-{[4-methyl-2-(piperidin-1-yl)phenyl](5-methylfuran-2-yl)methyl}acetamide CS(=O)(=O)C1CCN(CC1)C=1C=C(C=CC1)CC(=O)NC(C=1OC(=CC1)C)C1=C(C=C(C=C1)C)N1CCCCC1